(1S,3R)-3-(8-amino-1-{4-[(4-cyclopropylpyridin-2-yl)carbamoyl]-2-fluorophenyl}imidazo[1,5-a]pyrazin-3-yl)cyclohexanecarboxylic acid NC=1C=2N(C=CN1)C(=NC2C2=C(C=C(C=C2)C(NC2=NC=CC(=C2)C2CC2)=O)F)[C@H]2C[C@H](CCC2)C(=O)O